C(C)(C)(C)NC1=NC(=NC(=N1)Cl)C1=CC=CC=C1 tert-butyl-(4-chloro-6-phenyl-[1,3,5]triazin-2-yl)-amine